(4s,5s)-5-amino-4-(5-chloro-3-methyl-7-((thiophen-2-ylmethyl)amino)thieno[3,2-b]pyridin-2-yl)cyclohex-1-ene-1-carboxylic acid N[C@@H]1[C@H](CC=C(C1)C(=O)O)C1=C(C2=NC(=CC(=C2S1)NCC=1SC=CC1)Cl)C